ClC1=C(C(=O)N2CC3=CC=CC(=C3CC2)C2=CC=C(C(=N2)N2CCCCC2)C(=O)O)C(=CC(=C1)C=1C=NN(C1)C)Cl 6-[2-[2,6-dichloro-4-(1-methylpyrazol-4-yl)benzoyl]-3,4-dihydro-1H-isoquinolin-5-yl]-2-piperidin-1-ylpyridine-3-carboxylic acid